CCCCC/C=C\C/C=C\CCCCCCCCCC(=O)O[C@H](COC(=O)CCC/C=C\C/C=C\C/C=C\C/C=C\CCCCC)COP(=O)(O)OC[C@H](CO)O 1-(5Z,8Z,11Z,14Z-eicosatetraenoyl)-2-(11Z,14Z-eicosadienoyl)-glycero-3-phospho-(1'-sn-glycerol)